2-(cyclopropylmethyl)-1,3-thiazole C1(CC1)CC=1SC=CN1